C(C)(=O)[C@@H]1[C@@H]2CC[C@H](CN1C(=O)OCC1=CC=CC=C1)N2C(=O)OC(C)(C)C 3-benzyl 8-tert-butyl (1S,2S,5R)-2-acetyl-3,8-diazabicyclo[3.2.1]octane-3,8-dicarboxylate